FC1=C(C=CC(=C1)F)CN1CC2(CN(C2)C(=O)N2CC3(C2)CC(C3)C3=NN=C(N3)C3(CC3)O)C1 [6-[(2,4-difluorophenyl)methyl]-2,6-diazaspiro[3.3]heptan-2-yl]-[6-[5-(1-hydroxycyclopropyl)-4H-1,2,4-triazol-3-yl]-2-azaspiro[3.3]heptan-2-yl]methanone